FC(C(=O)N1CC2(CC2)C[C@H]1C(=O)N[C@@H](C[C@H]1C(NCC1)=O)C(COC(F)(F)F)=O)(C(C)C)F (S)-5-(2,2-difluoro-3-methylbutanoyl)-N-((S)-3-oxo-1-((S)-2-oxopyrrolidin-3-yl)-4-(trifluoromethoxy)butan-2-yl)-5-azaspiro[2.4]heptane-6-carboxamide